5-((5-(3,4-difluorophenyl)pyridin-3-yl)oxy)-2-(2-(2-hydroxy-2-methylpropanoyl)-2,7-diazaspiro[3.5]nonan-7-yl)benzonitrile FC=1C=C(C=CC1F)C=1C=C(C=NC1)OC=1C=CC(=C(C#N)C1)N1CCC2(CN(C2)C(C(C)(C)O)=O)CC1